(E)-3-(prop-2-en-1-yloxy)propionic acid C(C=C)OCCC(=O)O